ClC1=CC(=C(C=C1)[C@H](NC(=O)[C@@H]1CNC(O1)=O)C1=CC=C(C=C1)Cl)OC(F)(F)F |o1:7| (S)-N-((R or S)-(4-chloro-2-(trifluoromethoxy)phenyl)(4-chlorophenyl)-methyl)-2-oxooxazolidine-5-carboxamide